6,7-dichloro-1-methylquinoxaline-2(1H)-one ClC=1C=C2N=CC(N(C2=CC1Cl)C)=O